COC=1C=C(C=CC1OC)CNS(=O)C1=CC=C(C=C1)OC(F)(F)F N-[(3,4-dimethoxyphenyl)methyl]-4-(trifluoromethoxy)benzenesulfinamide